(But-1-yn-1-yl-d5)trimethylsilane C(#CC(C([2H])([2H])[2H])([2H])[2H])[Si](C)(C)C